COC1=C(C=CC(=C1)S(=O)(=O)C)NCC#CC1=C(C2=C(S1)C(=CC=C2)NC2C1CN(CC2CC1)C)CC(F)(F)F N-(2-(3-((2-methoxy-4-(methylsulfonyl)phenyl)amino)prop-1-yn-1-yl)-3-(2,2,2-trifluoroethyl)benzo[b]thiophen-7-yl)-3-methyl-3-azabicyclo[3.2.1]octan-8-amine